(R)-amino-N-[5,6-dihydro-2-(1-methyl-1H-pyrazol-4-yl)-6-oxo-1H-pyrrolo[4,3,2-ef][2,3]benzodiazepine-8-yl]-cyclohexaneacetamide NC1(CCCCC1)CC(=O)NC1=CC2=C3C(C=NNC2=O)=C(NC3=C1)C=1C=NN(C1)C